C(=CCCCC)[Si](OC)(OC)OC 1-hexenyl-trimethoxysilane